5-Oxo-N-(4-((2-propoxy-4-(4-(trifluoromethyl)piperidin-1-yl)phenyl)amino)benzyl)pyrrolidine-3-carboxamide O=C1CC(CN1)C(=O)NCC1=CC=C(C=C1)NC1=C(C=C(C=C1)N1CCC(CC1)C(F)(F)F)OCCC